2,5-dichlorobenzene chloride [Cl-].ClC1=CC=C(C=C1)Cl